5-methylene-1,3-thiazolidine C=C1CNCS1